N-tert-butyl-N'-tetradecyl-3-tetradecyl-aminopropionamidine C(C)(C)(C)NC(C(CCCCCCCCCCCCCCC)N)=NCCCCCCCCCCCCCC